2-(2-aminopyrimidin-4-yl)-3-[(3-chloro-2-methoxyphenyl)amino]-6-(hydroxymethyl)-1H,5H,6H,7H-pyrrolo[3,2-c]pyridin-4-one NC1=NC=CC(=N1)C1=C(C=2C(NC(CC2N1)CO)=O)NC1=C(C(=CC=C1)Cl)OC